NC1=NNC2=CC=C(C=C12)C1=CC(=NC=C1)NC(CC1=CC=C(C=C1)S(=O)(=O)C)=O N-(4-(3-Amino-1H-indazol-5-yl)pyridin-2-yl)-2-(4-(methylsulfonyl)phenyl)acetamide